NC=1C2=C(N=CN1)N(C(=C2C2=CC=C(C=C2)OC2=NC(=CC=C2)C)C2(CN(CC2)C(=O)OC(C)(C)C)O)C tert-butyl 3-(4-amino-7-methyl-5-(4-((6-methylpyridin-2-yl)oxy)phenyl)-7H-pyrrolo[2,3-d]pyrimidin-6-yl)-3-hydroxypyrrolidine-1-carboxylate